N-(4-fluorophenyl)-5-hydroxy-2-(methylcarbamothioyl)-3-oxo-1-(6-(trifluoromethyl)pyridin-3-yl)-1,2,3,6-tetrahydropyridazine-4-carboxamide FC1=CC=C(C=C1)NC(=O)C=1C(N(N(CC1O)C=1C=NC(=CC1)C(F)(F)F)C(NC)=S)=O